COC(=O)C1=CN(C(=C1O)C1=C(C=CC=C1)F)C(=O)OC(C)(C)C 5-(fluorophenyl)-4-hydroxy-1H-pyrrole-1,3-dicarboxylic acid 1-(tert-butyl) 3-methyl ester